2-(4-Nitro-phenyl)-3H-benzimidazole-5-carboxylic acid ethyl ester C(C)OC(=O)C1=CC2=C(N=C(N2)C2=CC=C(C=C2)[N+](=O)[O-])C=C1